tert-Butyl (3-(2-methyl-4-oxobutan-2-yl)phenyl)carbamate CC(C)(CC=O)C=1C=C(C=CC1)NC(OC(C)(C)C)=O